C1(=CC=C(C=C1)S(=O)(=O)N1C=CC2=CC=C(C=C12)C#N)C 1-(p-tolylsulfonyl)indole-6-carbonitrile